(2-hydroxyethyl)-4-methyl-5-[2-(trifluoromethyl) phenyl]-1H-pyrrole-3-carboxylate OCCOC(=O)C1=CNC(=C1C)C1=C(C=CC=C1)C(F)(F)F